triphenylsulfonium 5,6-di(cyclohexyloxycarbonyl)norbornane-2-sulfonate C1(CCCCC1)OC(=O)C1C2CC(C(C1C(=O)OC1CCCCC1)C2)S(=O)(=O)[O-].C2(=CC=CC=C2)[S+](C2=CC=CC=C2)C2=CC=CC=C2